[Si](C)(C)(C(C)(C)C)OC1CCC(CC1)(C(=O)OC)C methyl 4-[tert-butyl(dimethyl)silyl]oxy-1-methyl-cyclohexanecarboxylate